(5aR,6S,7R,8S,8aS)-5a-(4-Cyanophenyl)-8,8a-dihydroxy-7-(methylsulfonyl)-6-phenyl-5a,7,8,8a-tetrahydro-6H-cyclopenta[4,5]furo[3,2-b]pyridine-3-carbonitrile C(#N)C1=CC=C(C=C1)[C@]12[C@](C3=NC=C(C=C3O1)C#N)([C@@H]([C@@H]([C@H]2C2=CC=CC=C2)S(=O)(=O)C)O)O